methyl ethyl carbonate C(OC)(OCC)=O